trifluoromethanesulfonic acid-2,5-di-tert-butylpyridinium salt C(C)(C)(C)C1=[NH+]C=C(C=C1)C(C)(C)C.FC(S(=O)(=O)[O-])(F)F